rac-(1S*,2S*)-2-(2-chloropyridin-4-yl)cyclopropane-1-carboxylic acid ClC1=NC=CC(=C1)[C@@H]1[C@H](C1)C(=O)O |r|